2,6-dimethoxy-4-[7-(5-methoxy-3-pyridyl)imidazo[1,2-a]pyridin-3-yl]-N-(2,2,2-trifluoroethyl)benzamide COC1=C(C(=O)NCC(F)(F)F)C(=CC(=C1)C1=CN=C2N1C=CC(=C2)C=2C=NC=C(C2)OC)OC